N-(2-(4-((3-chloro-4-(trifluoromethoxy)benzyl)amino)butoxy)ethyl)-6-(isoxazol-4-yl)-1H-benzo[d][1,2,3]triazol-4-amine ClC=1C=C(CNCCCCOCCNC2=CC(=CC=3NN=NC32)C=3C=NOC3)C=CC1OC(F)(F)F